1-[(methoxycarbonyl)oxy]ethyl-(2R,3R,4S)-4-(benzo[d][1,3]dioxolan-5-yl)-1-[2-(Dibutylamino)-2-oxoethyl]-2-(4-methoxyphenyl)pyrrolidine-3-carboxylate COC(=O)OC(C)OC(=O)[C@H]1[C@@H](N(C[C@@H]1C1=CC2=C(OCO2)C=C1)CC(=O)N(CCCC)CCCC)C1=CC=C(C=C1)OC